FC=1C=C(C=C(C1F)F)C=1N=NN(C1)[C@@H]1[C@H]([C@@H](OC2=CC=CC=C2)O[C@@H]([C@@H]1O)CO)O Phenyl 3-deoxy-3-[4-(3,4,5-trifluorophenyl)-1H-1,2,3-triazol-1-yl]-α-D-galactopyranoside